7-[{4-chloro-6-diethylamino-S-triazine-2-yl}amino]-3-phenylcoumarin ClC1=NC(=NC(=N1)N(CC)CC)NC1=CC=C2C=C(C(OC2=C1)=O)C1=CC=CC=C1